ClC1=NN=C2N1C1=CC=CC=C1C(=N2)N(C)C=2C=C(C=CC2)C2=CC=C(C=C2)S(=O)(=O)CC chloro-N-(4'-(ethylsulfonyl)-[1,1'-biphenyl]-3-yl)-N-methyl-[1,2,4]triazolo[4,3-a]quinazolin-5-amine